FC(C=1C=CC=2C(=NOC2)C1)(F)F 6-(trifluoromethyl)benzo[c]isoxazole